tert-Butyl 3-(1'-benzyl-1'H-[1,4'-bipyrazol]-4-yl)-5-fluorobenzylcarbamate C(C1=CC=CC=C1)N1N=CC(=C1)N1N=CC(=C1)C=1C=C(CNC(OC(C)(C)C)=O)C=C(C1)F